BrC1=CC(=C(N)C=C1)OC(F)F 4-bromo-2-(difluoromethoxy)aniline